N[C@]1([C@@H](CC[C@H](C1)CCB(O)O)CNC([C@H](CC1=CC=CC=C1)NC(=O)OC(C)(C)C)=O)C(=O)O (1R,2S,5R)-1-Amino-5-(2-boronoethyl)-2-(((S)-2-((tert-butoxycarbonyl)amino)-3-phenylpropanamido)methyl)cyclohexane-1-carboxylic acid